FC=1C=C(C=CC1C)[C@@]1(CN(CC1)C(=O)NC1=C(C=CC(=C1)C(F)(F)F)OC)C1=NC=NS1 (S)-3-(3-fluoro-4-methylphenyl)-N-(2-methoxy-5-(trifluoromethyl)phenyl)-3-(1,2,4-thiadiazol-5-yl)pyrrolidine-1-carboxamide